(1S,2R)-N-[4-[3-(dimethylamino)phenyl]thiazol-2-yl]-2-(4-methyl-3-methylsulfonyl-phenyl)cyclopropanecarboxamide CN(C=1C=C(C=CC1)C=1N=C(SC1)NC(=O)[C@@H]1[C@@H](C1)C1=CC(=C(C=C1)C)S(=O)(=O)C)C